CC1=CC=C(C=C1)S(=O)(=O)OCCCOS(=O)(=O)C2=CC=C(C=C2)C propane-1,3-diylbis(4-methylbenzenesulfonate)